2,6-difluorophenyl mercaptan FC1=C(C(=CC=C1)F)S